FC=1C=C(C=CC1)C(C1N2C(C(N3N1CCCCC3)=O)=C(C(C=N2)=O)O)C2=CC(=CC=C2)F 13-(bis(3-fluorophenyl)methyl)-4-hydroxy-8,9,10,11-tetrahydro-7H,13H-pyridazino[1',6':4,5][1,2,4]triazino[1,2-a][1,2]diazepine-3,5-dione